BrC=1C=C2C(=CNC2=CC1)C(C(F)(F)F)O 1-(5-bromo-1H-indol-3-yl)-2,2,2-trifluoroethanol